hydrazine methyl-1-(3-bromophenyl)-3-methylcyclobutane-1-carboxylate hydrate O.COC(=O)C1(CC(C1)C)C1=CC(=CC=C1)Br.NN